9H-Fluoren-9-ylmethyl (2S)-2-[[(1S)-1-(2-amino-2-oxo-ethyl)prop-2-ynyl]carbamoyl]-pyrrolidine-1-carboxylate NC(C[C@@H](C#C)NC(=O)[C@H]1N(CCC1)C(=O)OCC1C2=CC=CC=C2C=2C=CC=CC12)=O